benzyl (2S)-5-(dimethylamino)-2-[methoxycarbonyl(methyl)amino]pentanoate CN(CCC[C@@H](C(=O)OCC1=CC=CC=C1)N(C)C(=O)OC)C